methyl 2-(1-tert-butoxycarbonyl-4-piperidyl)-6-isopropoxy-indazole-5-carboxylate C(C)(C)(C)OC(=O)N1CCC(CC1)N1N=C2C=C(C(=CC2=C1)C(=O)OC)OC(C)C